15,15-dimethyl-hexadecanoic acid CC(CCCCCCCCCCCCCC(=O)O)(C)C